Dodecyl-erucic acid C(CCCCCCCCCCC)C(C(=O)O)CCCCCCCCCC\C=C/CCCCCCCC